C(C1=CC=CC=C1)OC1=C2C(=NC(=N1)N1CCOCC1)NN=C2 4-(4-(benzyloxy)-1H-pyrazolo[3,4-d]pyrimidin-6-yl)morpholine